C1(CC1)C1=CNC(C2=CC=3C=CN=C(C3C=C21)OC[C@H]2NC([C@H]([C@H]2CC)F)=O)=O 4-cyclopropyl-6-(((2S,3S,4S)-3-ethyl-4-fluoro-5-oxopyrrolidin-2-yl)methoxy)pyrido[3,4-g]isoquinolin-1(2H)-one